COCCOCCOCC=C 3-[2-(2-Methoxyethoxy)ethoxy]-1-propene